CC(C)(C)[S@](=O)N[C@H](C)C=1N=NC(=CC1)C(F)(F)F (S)-2-methyl-N-[(1R)-1-[6-(trifluoromethyl)pyridazin-3-yl]ethyl]propane-2-sulfinamide